azabicyclo[3.2.0]heptane-1-carbonitrile C12(NCCC2CC1)C#N